CSC1=C(C(=CC=C1)C)Br bromo-3-methyl-phenyl methyl sulfide